C(C1=CC=CC=C1)OC(=O)N=C(N1CC(C=2C3=C(C=CC12)C(=CC=C3)C3CC3)C)NC(OCC3=CC=CC=C3)=O benzyl ((((benzyloxy)carbonyl)imino) (6-cyclopropyl-1-methyl-1,2-dihydro-3H-benzo[e]indol-3-yl)methyl)carbamate